C(C=C)(=O)O.FOF perfluoroether acrylate